ethyl 3-(1,1-difluoroethyl)-1-((1-(difluoromethyl)-3,3-dimethoxycyclobutyl)methyl)-4-methyl-1H-pyrazole-5-carboxylate FC(C)(F)C1=NN(C(=C1C)C(=O)OCC)CC1(CC(C1)(OC)OC)C(F)F